N=1C=C(N2C1N=CC=C2)C2=CC=C(C(=N2)OC)NC(=O)C=2C(=NOC2C)C2=CC=CC=C2 N-(6-(imidazo[1,2-a]pyrimidin-3-yl)-2-methoxypyridin-3-yl)-5-methyl-3-phenylisoxazole-4-carboxamide